[Ni+4].C(C)C(C1=CC(=C(C(=C1)C(C)(C)C)O)C(C)(C)C)P([O-])([O-])=O.C(C)C(C1=CC(=C(C(=C1)C(C)(C)C)O)C(C)(C)C)P([O-])([O-])=O bis(ethyl 3,5-di-t-butyl-4-hydroxybenzylphosphonate) nickel